O=C1C(=CC(=NN1COCC[Si](C)(C)C)C1=C(C=CC=C1)CCC(=O)O)C(F)(F)F 3-[2-[6-oxo-5-(trifluoromethyl)-1-(2-trimethylsilylethoxymethyl)pyridazin-3-yl]phenyl]propanoic acid